tert-butyl (3S,4S)-3-(((5-amino-1,3-dimethyl-1H-pyrazol-4-yl)oxy)methyl)-4-methylpyrrolidine-1-carboxylate NC1=C(C(=NN1C)C)OC[C@@H]1CN(C[C@H]1C)C(=O)OC(C)(C)C